O.[Cl-].COC1=NC(=NC(=N1)OC)[N+]1(CCOCC1)C 4-(4,6-dimethoxy[1,3,5]-triazin-2-yl)-4-methyl-morpholinium chloride hydrate